O1CC(C1)CCNC1COC2=C1C=CC(=C2)C(F)(F)F N-(2-(oxetane-3-yl)ethyl)-6-(trifluoromethyl)-2,3-dihydrobenzofuran-3-amine